7,9-Difluoro-1,4,4-trimethyl-8-[1-(tetrahydro-pyran-4-ylsulfonyl)-1H-indol-4-yl]-5H-[1,2,4]triazolo[4,3-a]quinoxaline FC=1C=C2NC(C=3N(C2=C(C1C1=C2C=CN(C2=CC=C1)S(=O)(=O)C1CCOCC1)F)C(=NN3)C)(C)C